ClC1=C(C=CC(=C1)Cl)C=CC(=O)C=1C=CC2=C(CC(O2)(C)C)C1 3-(2,4-dichlorophenyl)-1-(2,2-dimethyl-2,3-dihydrobenzofuran-5-yl)-2-propen-1-one